rhodium (I) tris(triphenylphosphine) chloride [Cl-].C1(=CC=CC=C1)P(C1=CC=CC=C1)C1=CC=CC=C1.C1(=CC=CC=C1)P(C1=CC=CC=C1)C1=CC=CC=C1.C1(=CC=CC=C1)P(C1=CC=CC=C1)C1=CC=CC=C1.[Rh+]